2'-methylspiro[1,3-dioxolane-2,6'-3,5,7,8-tetrahydroquinazoline]-4'-one CC1=NC=2CCC3(CC2C(N1)=O)OCCO3